ClC1=CC=C(C=C1)C(C[Se]C1=CC=CC=C1)=O 1-(4-chlorophenyl)-2-(phenylseleno)ethan-1-one